2-METHOXYNAPHTHALENE-4-BORONIC ACID COC1=CC2=CC=CC=C2C(=C1)B(O)O